C(C1=CC=CC=C1)OC=1C=C2CCN3C(C2=CC1OC)=C\C(\N(C3=O)CCNC(=O)C3=C(N=NN3C)O)=N/C3=C(C=C(C=C3C)C)C (E)-N-(2-(9-(benzyloxy)-2-(2,4,6-trimethylphenylimino)-10-methoxy-4-oxo-6,7-dihydro-2H-pyrimido[6,1-a]isoquinolin-3(4H)-yl)ethyl)-4-hydroxy-1-methyl-1H-1,2,3-triazole-5-carboxamide